C(C)OC(CCC=O)=O Ethyl-4-oxo-butanoate